C(CC(=O)[O-])(=O)OC(C=C(C1=CC=CC=C1)C1=CC=CC=C1)OC(CC(=O)[O-])=O 2-(3,3-diphenylprop-2-enylidene) bis-malonate